2-(1-Bromoethyl)-1-fluoro-3,4-dimethylbenzene BrC(C)C1=C(C=CC(=C1C)C)F